(1R,S-5R)-2-(2-((2-fluorophenyl)amino)-2-oxoacetyl)-N-((S)-3-oxo-1-((S)-2-oxopyrrolidin-3-yl)-4-(trifluoromethoxy)butan-2-yl)-2-azabicyclo-[3.1.0]-hexane-3-carboxamide FC1=C(C=CC=C1)NC(C(=O)N1[C@@H]2C[C@@H]2C[C@H]1C(=O)N[C@@H](C[C@H]1C(NCC1)=O)C(COC(F)(F)F)=O)=O